ClC=1N(N=C2C(N(CCC21)[C@H](C(F)F)C)=O)CC2=C(C=CC=C2F)F (S)-3-chloro-2-(2,6-difluorobenzyl)-6-(1,1-difluoropropan-2-yl)-2,4,5,6-tetrahydro-7H-pyrazolo[3,4-c]pyridin-7-one